C(C=C)(=O)N1[C@H](CN(CC1)C=1C2=C(N=C(N1)OCC1(CC1)N1CCOCC1)CN(CC2)C2=CC=CC1=CC=CC(=C21)Cl)CC#N (S)-2-(1-propenoyl-4-(7-(8-chloronaphthalen-1-yl)-2-((1-morpholinylcyclopropyl)methoxy)-5,6,7,8-tetrahydropyrido[3,4-d]pyrimidin-4-yl)piperazin-2-yl)acetonitrile